N1=CC(=CC=C1)C=CC(=O)NCCCCCCCC(=O)O 8-(3-(pyridin-3-yl)acrylamido)octanoic acid